C(C)C(CC(CCC#CCC)CC)O ethyl-3-ethyl-6-nonynol